ClC1=CC2=C(SC(=C2)C#N)C=C1 5-chlorobenzo[b]thiophene-2-carbonitrile